N-(((4-methylquinazolin-2-yl)amino)((3-morpholinopropyl)amino)methylene)acetamide CC1=NC(=NC2=CC=CC=C12)NC(=NC(C)=O)NCCCN1CCOCC1